5-ethylsulfonyl-N-methyl-6-[8-(2,2,3,3,3-penta-fluoropropoxy)imidazo[1,5-a]pyrazin-3-yl]pyridin-2-amine C(C)S(=O)(=O)C=1C=CC(=NC1C1=NC=C2N1C=CN=C2OCC(C(F)(F)F)(F)F)NC